2-(2-(trifluoromethyl)pyrimidin-5-yl)-2,8-diazaspiro[4.5]decane hydrochloride Cl.FC(C1=NC=C(C=N1)N1CC2(CC1)CCNCC2)(F)F